C(C)(C)(C)OC(=O)N1C[C@@H](CC1)NC1=C2C=CC=NC2=CC=C1OC (R)-3-((6-Methoxyquinolin-5-yl)amino)pyrrolidine-1-carboxylic acid tert-butyl ester